CN1C(C(=C(C2=CC(=C(C=C12)O[C@H]1COCC1)C)N1CCC(CC1)C1=NC(=NO1)C1=C(C=CC=C1)C)C(=O)N)=O 1,6-dimethyl-4-{4-[3-(2-methylphenyl)-1,2,4-oxadiazol-5-yl]piperidin-1-yl}-2-oxo-7-{[(3R)-oxolan-3-yl]oxy}-1,2-dihydroquinoline-3-carboxamide